C(C)OC1=C(C=CC(=C1C)F)[C@H]1[C@@H](O[C@]([C@H]1C)(C(F)(F)F)C)C(=O)[O-] (2R,3S,4S,5R)-3-(2-ethoxy-4-fluoro-3-methylphenyl)-4,5-dimethyl-5-(trifluoromethyl)tetrahydrofuran-2-carboxylate